2-tert-Butyl-4-(4,4-difluorocyclohexyl)-5-(4,4,5,5-tetramethyl-1,3,2-dioxaborolan-2-yl)pyrimidine C(C)(C)(C)C1=NC=C(C(=N1)C1CCC(CC1)(F)F)B1OC(C(O1)(C)C)(C)C